methyl (2E)-4-(piperidin-1-yl)but-2-enoate N1(CCCCC1)C/C=C/C(=O)OC